(6R)-2-(1-fluorocyclopropyl)-7-[2-(2-fluorophenyl)sulfonyl-2-azaspiro[3.3]heptan-6-yl]-6-methyl-5,6-dihydrothiazolo[5,4-f][1,4]oxazepin-8-one FC1(CC1)C=1SC=2C(N([C@@H](COC2N1)C)C1CC2(CN(C2)S(=O)(=O)C2=C(C=CC=C2)F)C1)=O